C(#N)C=1C=C(C=C(C1)OC)N1N=CC(=C1)C(C(=O)NC1=NNC(=C1)C1CC1)C 2-(1-(3-cyano-5-methoxyphenyl)-1H-pyrazol-4-yl)-N-(5-cyclopropyl-1H-pyrazol-3-yl)propanamide